C(C)N1CCC(CC1)OC1=CC=C(C=N1)S(=O)(=O)N1[C@H]([C@@H]2CC[C@H](C1)N2C(=O)OCCOC)C(NOC2OCCCC2)=O 2-methoxyethyl (1s,2r,5r)-3-((6-((1-ethylpiperidin-4-yl) oxy) pyridin-3-yl) sulfonyl)-2-(((tetrahydro-2H-pyran-2-yl) oxy) carbamoyl)-3,8-diazabicyclo[3.2.1]octane-8-carboxylate